(2-pyridylphosphinomethyl)methylamine N1=C(C=CC=C1)PCNC